cyanomethyl-4-(difluoromethoxy)-α-(1-methylethyl)benzeneacetate C(#N)COC(C(C1=CC=C(C=C1)OC(F)F)C(C)C)=O